CC1=CC=CC=C1N1C(CCC1)=O 2-methyl-3-(2-oxopyrrolidin-1-yl)benzene